(S)-2-((tert-butoxycarbonyl)glycyl)-6,7-dichloro-8-methoxy-1-methyl-2,3-dihydro-1H-pyrrolo[3,4-c]quinolin-4-yl trifluoromethanesulfonate FC(S(=O)(=O)OC1=NC=2C(=C(C(=CC2C2=C1CN([C@H]2C)C(CNC(=O)OC(C)(C)C)=O)OC)Cl)Cl)(F)F